C(C)/C(/C(=O)O)=C\C(CC)C ethyl-(E)-4-methyl-hex-2-enoic acid